2-hydroxy-1,3,5-benzenetricarboxylic acid OC1=C(C=C(C=C1C(=O)O)C(=O)O)C(=O)O